FC1(OC2=C(O1)C=CC(=C2)[C@H](C)NC2=C(C=CC(=C2)N2N=C(C=1CCCC3(OC=CO3)C21)C(F)(F)F)F)F (S)-N-(1-(2,2-difluorobenzo[d][1,3]dioxol-5-yl)ethyl)-2-fluoro-5-(3-(trifluoromethyl)-5,6-dihydrospiro[indazole-7,2'-[1,3]dioxol]-1(4H)-yl)aniline